C(C)(=O)NC(C(=O)O)C(C)(C)S 2-acetamido-3-mercapto-3-methylbutanoic acid